CC1(C23C(CCC1)C(C(CC2)C3)=O)C dimethyltricyclo[6.2.1.01,6]undecan-7-one